C(C)(C)(C)C1=CC=C(C(=N1)OC1=C(C=C(C=C1C)C)C)C(=O)NS(=O)(=O)C1=NC=CC=C1OC 6-tert-Butyl-N-[(3-methoxy-2-pyridyl)sulfonyl]-2-(2,4,6-trimethylphenoxy)pyridin-3-carboxamid